((2S,5R)-5-(5-((2,4-dimethoxybenzyl)amino)-9-fluoro-8-methoxy-[1,2,4]triazolo[1,5-c]quinazolin-2-yl)-2-methylpiperidin-1-yl)((R)-pyrrolidin-3-yl)methanone COC1=C(CNC2=NC=3C=C(C(=CC3C=3N2N=C(N3)[C@@H]3CC[C@@H](N(C3)C(=O)[C@H]3CNCC3)C)F)OC)C=CC(=C1)OC